C(C)(=O)C=1C=C(C=C2C(C=C(OC12)N1CCN(CC1)C(=O)OCC1C2=CC=CC=C2C=2C=CC=CC12)=O)C (9H-fluoren-9-yl)methyl 4-(8-acetyl-6-methyl-4-oxo-4H-chromen-2-yl)piperazine-1-carboxylate